Methyl 2-(((1RS,2S)-2-((tert-butoxycarbonyl)amino)-1-cyano-3-(1H-indol-3-yl)propyl)amino)-5-(1H-indol-5-yl)benzoate C(C)(C)(C)OC(=O)N[C@H]([C@H](C#N)NC1=C(C(=O)OC)C=C(C=C1)C=1C=C2C=CNC2=CC1)CC1=CNC2=CC=CC=C12 |&1:9|